6-(2-(2,6-dioxopiperidin-3-yl)-1,3-dioxoisoindolin-4-yl)hex-5-yn-1-yl methanesulfonate CS(=O)(=O)OCCCCC#CC1=C2C(N(C(C2=CC=C1)=O)C1C(NC(CC1)=O)=O)=O